CN(C1(CCC1)CNC=1C2=C(N=C(N1)OC[C@@]13CCCN3C[C@H](C1)F)C(=C(N=C2)C2=CC=CC1=CC=CC(=C21)C(C)C)F)C N-((1-(dimethylamino)cyclobutyl)methyl)-8-fluoro-2-(((2S,7aR)-2-fluorotetrahydro-1H-pyrrolizin-7a(5H)-yl)methoxy)-7-(8-isopropylnaphthalen-1-yl)pyrido[4,3-d]pyrimidin-4-amine